6-chloro-2-fluoro-3-[3-(trifluoromethyl)phenoxy]Pyridine-4-carboxylic acid ClC1=CC(=C(C(=N1)F)OC1=CC(=CC=C1)C(F)(F)F)C(=O)O